6-bromo-3,4-dihydro-1H-isoquinoline-2-carboxylic acid tert-butyl ester C(C)(C)(C)OC(=O)N1CC2=CC=C(C=C2CC1)Br